COC(C1=C(N=C(C=C1)C(F)(F)F)COCC1=NN(C(=N1)C(F)(F)F)C)=O 2-(((1-methyl-5-(trifluoromethyl)-1H-1,2,4-triazol-3-yl)methoxy)methyl)-6-(trifluoromethyl)nicotinic acid methyl ester